5-(4-(2-cyclopentyl-2-propoxycarbonyl)phenyl)-7-oxo-bicyclo[2.2.1]Hept-2-ene C1(CCCC1)C(C)(C)OC(=O)C1=CC=C(C=C1)C1C2C=CC(C1)C2=O